(R)-2-(benzyloxy)-4-(N-(4-cyclohexylbenzyl)-1-((perfluorophenyl)sulfonyl)pyrrolidine-2-carboxamido)benzoyl chloride C(C1=CC=CC=C1)OC1=C(C(=O)Cl)C=CC(=C1)N(C(=O)[C@@H]1N(CCC1)S(=O)(=O)C1=C(C(=C(C(=C1F)F)F)F)F)CC1=CC=C(C=C1)C1CCCCC1